2,4-dimethyl-3-cyclohexenealdehyde CC1C(CCC(=C1)C)C=O